FC(C1=NN=C(O1)C=1C=CC(=NC1)CN1C(OC(=N1)C1=CC=C(C=C1)N1CCN(CC1)C)=O)F 3-[[5-[5-(difluoromethyl)-1,3,4-oxadiazol-2-yl]-2-pyridyl]methyl]-5-[4-(4-methylpiperazin-1-yl)phenyl]-1,3,4-oxadiazol-2-one